ethyl 4-hydrazinylbenzoate hydrochloride salt Cl.N(N)C1=CC=C(C(=O)OCC)C=C1